ClC1=CC=C2C(=CNC2=C1)S(=O)(=O)NC1=NC(=C(C(=N1)OC)CC(CF)F)OC 6-chloro-N-[5-(2,3-difluoropropyl)-4,6-dimethoxy-pyrimidin-2-yl]-1H-indole-3-sulfonamide